1-(1-isopropylpyrazol-4-yl)-4-methyl-3-nitro-pyrazole C(C)(C)N1N=CC(=C1)N1N=C(C(=C1)C)[N+](=O)[O-]